(3S)-3-[[(2S,3S)-2-[[(2S,3S)-2-(9H-fluoren-9-ylmethoxycarbonylamino)-3-methylpentaNoyl]-Methylamino]-3-Methylpentanoyl]-Methylamino]-4-oxo-4-piperidin-1-ylbutanoic acid C1=CC=CC=2C3=CC=CC=C3C(C12)COC(=O)N[C@H](C(=O)N([C@H](C(=O)N([C@@H](CC(=O)O)C(N1CCCCC1)=O)C)[C@H](CC)C)C)[C@H](CC)C